1H-1,2,3-Triazole-4-methanamine N1N=NC(=C1)CN